FC1=C(C=C2CCC(N(C2=C1)C)=O)C=1C=C(C=CC1OC1=CC=C(C=C1)C(F)(F)F)S(=O)(=O)NC 3-(7-fluoro-1-methyl-2-oxo-1,2,3,4-tetrahydroquinolin-6-yl)-N-methyl-4-[4-(trifluoromethyl)phenoxy]benzene-1-sulfonamide